(1R,2R)-2-(5-(3-((2-((S)-3-carboxybutanoyl)-6-methoxyisoindolin-5-yl)oxy)propoxy)-6-methoxyisoindoline-2-carbonyl)cyclopropane C(=O)(O)[C@H](CC(=O)N1CC2=CC(=C(C=C2C1)OCCCOC=1C=C2CN(CC2=CC1OC)C(=O)C1CC1)OC)C